C(CCCCCCCCC\C=C/CC)CC(=O)O.C(C)(=O)O acetic acid (Z)-11-tetradecenyl-acetate